ClC1=C(C=C(OC=2C3=C(C(N(C2)C)=O)N(C=C3)S(=O)(=O)C3=CC=C(C)C=C3)C=C1)F 4-(4-chloro-3-fluorophenoxy)-6-methyl-1-tosyl-1,6-dihydro-7H-pyrrolo[2,3-c]pyridin-7-one